1-((4-chlorophenyl)(pyrrolidin-1-yl)methyl)-2-naphthol ClC1=CC=C(C=C1)C(C1=C(C=CC2=CC=CC=C12)O)N1CCCC1